P(=O)(OCCO)(OCCO)OCCO tris-(hydroxyethyl) phosphate